NC1=C(C(=CC2=CC=CC=C12)N)C1=CC=CC=C1 1,3-diamino-2-phenyl-naphthalene